N1(CCNCC1)C1CCC(CC1)NC(OC(C)(C)C)=O tert-butyl N-(4-piperazin-1-ylcyclohexyl)carbamate